The molecule is the anion of 2-oxononanoic acid. It derives from a nonanoate. It is a conjugate base of a 2-oxononanoic acid. CCCCCCCC(=O)C(=O)[O-]